BrC=1C=C2C=C(C(=NC2=CC1)OC)C(C(CCN(C)C)(O)C1=CC(=NC(=C1)OC)OC)C=1C(=NC=C(C1)OC(C)C)OC 1-(6-bromo-2-methoxyquinolin-3-yl)-2-(2,6-dimethoxypyridin-4-yl)-4-(dimethylamino)-1-(5-isopropoxy-2-methoxypyridin-3-yl)butan-2-ol